O1CC(C1)C=1SC=C(N1)C(F)(F)F 2-(oxetan-3-yl)-4-(trifluoromethyl)thiazole